ClC1=C(C=C(C=C1)N1N=C(N=C1CNC(OC(C)(C)C)=O)CF)F tert-butyl ((1-(4-chloro-3-fluorophenyl)-3-(fluoromethyl)-1H-1,2,4-triazol-5-yl)methyl)carbamate